C(C)(C)(C)N1CCN(CC1)C1=CC(=C(C=C1)C1=C2C=C(NC2=C(C(=C1)C1=CCCN(C1)C(C(C)C)=O)F)C(N(C)C)=O)OC(F)(F)F tert-butyl-4-[4-[2-(dimethylcarbamoyl)-7-fluoro-6-[1-(2-methylpropanoyl)-3,6-dihydro-2H-pyridin-5-yl]-1H-indol-4-yl]-3-(trifluoromethoxy)phenyl]piperazine